5-hydroxy-7,8,3',4'-tetramethoxyflavone OC1=C2C(C=C(OC2=C(C(=C1)OC)OC)C1=CC(=C(C=C1)OC)OC)=O